di(m-trifluoromethylphenyl)methylene(cyclopentadienyl)(2,7-dimethyl-3,6-di-t-butylfluorenyl)zirconium dichloride [Cl-].[Cl-].FC(C=1C=C(C=CC1)C(=[Zr+2](C1=C(C(=CC=2C3=CC(=C(C=C3CC12)C)C(C)(C)C)C(C)(C)C)C)C1C=CC=C1)C1=CC(=CC=C1)C(F)(F)F)(F)F